C1(CCCC1)OC1=C(C(=C(OCS(=O)(=O)C2=NOC(C2)(C)C)C(=C1F)F)F)F (((4-(cyclopentyloxy)-2,3,5,6-tetrafluorophenoxy)methyl)sulfonyl)-5,5-dimethyl-4,5-dihydroisoxazole